C(C1=CC=CC=C1)N1CCN(CC1)CC1CO1 1-benzyl-4-glycidyl-piperazine